C(C)(=O)N1CCC(CC1)C=1N=C2N(C=CC(=C2)C)C1C[C@H]1CN(CCO1)C(=O)OC(C)(C)C tert-butyl (S)-2-((2-(1-acetylpiperidin-4-yl)-7-methylimidazo[1,2-a]pyridin-3-yl)methyl)morpholine-4-carboxylate